OCC(CC(=O)N[C@H](C(=O)OCC)CCC1=CC=CC=C1)C (2S)-ethyl 2-(4-hydroxy-3-methylbutanoylamino)-4-phenylbutyrate